3-(1-methylpiperidin-4-yl)-6-nitroquinazolin-4(3H)-one CN1CCC(CC1)N1C=NC2=CC=C(C=C2C1=O)[N+](=O)[O-]